C(C1=CC=CC=C1)(C1=CC=CC=C1)N1[C@H]2CN([C@@H](C1)C2)CC=2C=C1C(N(C(C1=CC2)=O)N2C(NC(CC2)=O)=O)=O 5-(((1r,4r)-5-benzhydryl-2,5-diazabicyclo[2.2.1]heptan-2-yl)methyl)-2-(2,4-dioxotetrahydropyrimidin-1(2H)-yl)isoindoline-1,3-dione